tert-butyl (3R,5S)-3-amino-5-fluoro-piperidine-1-carboxylate N[C@H]1CN(C[C@H](C1)F)C(=O)OC(C)(C)C